OC(C=O)(C)C 2-hydroxy-2-methylpropane-1-one